CC1=NN2C(N=CC(=C2)C(=O)NC2CCC(CC2)NC2=CC(=NC3=CC=C(C=C23)Cl)C(F)(F)F)=C1 2-methyl-N-[(1s,4s)-4-{[6-chloro-2-(trifluoromethyl)quinolin-4-yl]amino}cyclohexyl]pyrazolo[1,5-a]pyrimidine-6-carboxamide